N-[5-(5-fluoro-1H-benzimidazol-2-yl)-1-[(4-methoxyphenyl)-methyl]pyrazol-3-yl]-6-morpholino-pyridine-3-carboxamide FC1=CC2=C(NC(=N2)C2=CC(=NN2CC2=CC=C(C=C2)OC)NC(=O)C=2C=NC(=CC2)N2CCOCC2)C=C1